FC1=C(C(=O)N)C=C(C(=C1F)O)F 2,3,5-trifluoro-4-hydroxybenzamide